ClC1=CC=C(C(=N1)C(=O)O)NC(C)C1=C2N=C(C(=NC2=CC(=C1)C)C#N)N1CC(C(CC1)(F)F)C 6-chloro-3-((1-(2-cyano-3-(4,4-difluoro-3-methylpiperidin-1-yl)-7-methylquinoxalin-5-yl)ethyl)amino)picolinic acid